C1(CC1)OCCN(CCC(C(=O)O)NC(C1=C(C=CC=C1)C(F)(F)F)=O)CCCCC1=NC=2NCCCC2C=C1 4-[2-(cyclopropoxy)ethyl-[4-(5,6,7,8-tetrahydro-1,8-naphthyridin-2-yl)butyl]amino]-2-[[2-(trifluoromethyl)benzoyl]amino]butanoic acid